1-(4-(3-aminopropyl)-1-oxoisoindolin-2-yl)dihydropyrimidine-2,4(1h,3h)-dione NCCCC1=C2CN(C(C2=CC=C1)=O)N1C(NC(CC1)=O)=O